N-[6-(2,2-difluoroethoxy)-5-fluoro-2-methoxy-3-pyridinyl]-8-methoxy-7-methyl-imidazo[1,2-a]pyridine-3-sulfonamide FC(COC1=C(C=C(C(=N1)OC)NS(=O)(=O)C1=CN=C2N1C=CC(=C2OC)C)F)F